4-(4-(3,8-diazabicyclo[3.2.1]octan-8-yl)-8-chloro-2-(((2R,7aS)-2-fluorotetrahydro-1H-pyrrolizin-7a(5H)-yl)methoxy)-6-(trifluoromethyl)quinazolin-7-yl)-7-fluorobenzo[d]thiazol-2-amine C12CNCC(CC1)N2C2=NC(=NC1=C(C(=C(C=C21)C(F)(F)F)C2=CC=C(C1=C2N=C(S1)N)F)Cl)OC[C@]12CCCN2C[C@@H](C1)F